N1=C(C=CC=C1)C=1NC2=C(N1)C=CC=C2 2-(2-pyridyl)benzoimidazole